[(2S,4R)-4-amino-1-trityl-pyrrolidin-2-yl]methanol N[C@@H]1C[C@H](N(C1)C(C1=CC=CC=C1)(C1=CC=CC=C1)C1=CC=CC=C1)CO